F[P-](F)(F)(F)(F)F.N1(N=NC2=C1C=CC=C2)OP(N(C)C)(N(C)C)N(C)C (benzotriazol-1-yloxy)tris(dimethylamino)phosphine hexafluorophosphate